N[C@H]1[C@@H]2N(C[C@H]1CC2)C(=O)C2=CC1=C(N(C(=N1)C=1N(C3=C(C=CC=C3C1)C=1C=NNC1)CC1CC1)C)C(=C2)OC ((1R,4R,7R)-7-amino-2-azabicyclo[2.2.1]heptan-2-yl)(2-(1-(cyclopropylmethyl)-7-(1H-pyrazol-4-yl)-1H-indol-2-yl)-7-methoxy-1-methyl-1H-benzo[d]imidazol-5-yl)methanone